NC1=NC=2C=C(C(=CC2C2=C1C=NN2C)C(=O)N(N(C)C(COC)=O)CC2=NC=C(C=C2)C(F)(F)F)F 4-amino-7-fluoro-N'-(2-methoxyacetyl)-N',1-dimethyl-N-((5-(trifluoromethyl)pyridin-2-yl)methyl)-1H-pyrazolo[4,3-c]quinoline-8-carbohydrazide